(E)-4-(6-(2-(3-methylbenzylidene)hydrazinyl)-9-((3-methyloxetan-3-yl)methyl)-9H-purin-2-yl)morpholine CC=1C=C(\C=N\NC2=C3N=CN(C3=NC(=N2)N2CCOCC2)CC2(COC2)C)C=CC1